4-(4-hydroxyphenyl)-2,4-cyclopentadien-1-one OC1=CC=C(C=C1)C=1C=CC(C1)=O